[1,3]dioxolo[4,5-g]quinolin O1COC=2C1=CC=1C=CC=NC1C2